[(1R)-3-(6-fluoro-[1,2,4]triazolo[4,3-a]pyridin-7-yl)-1-methyl-propyl] methanesulfonate CS(=O)(=O)O[C@@H](CCC1=CC=2N(C=C1F)C=NN2)C